NCC=1C=C(C=CC1)C=1C=C(C2=C(C(=CO2)COC2=C(C=CC=C2)CC(=O)OCC)C1)C=1NC2=CC=CC=C2C1 ethyl 2-(2-((5-(3-(aminomethyl)phenyl)-7-(1H-indol-2-yl)benzofuran-3-yl)methoxy)phenyl)acetate